((7R)-7-amino-2-azabicyclo[2.2.1]hept-2-yl)(2-(6-chloro-1-(cyclopropylmethyl)-1H-pyrrolo[2,3-b]pyridin-2-yl)-4-fluoro-3-methylpyrazolo[1,5-a]pyridin-6-yl)methanone N[C@H]1C2N(CC1CC2)C(=O)C=2C=C(C=1N(C2)N=C(C1C)C1=CC=2C(=NC(=CC2)Cl)N1CC1CC1)F